FC1(CC2(CNC2)C1)C1=CC(=CC=C1)F 6-fluoro-6-(3-fluorophenyl)-2-azaspiro[3.3]heptane